6-bromo-1-(2-(4,4-difluoropiperidin-1-yl)ethyl)-1H-pyrrolo[3,2-c]pyridine BrC1=CC2=C(C=N1)C=CN2CCN2CCC(CC2)(F)F